ClC1=C(OC=2C=C(C(=NC2)OC)N)C(=CC(=C1)[N+](=O)[O-])Cl 5-(2,6-dichloro-4-nitrophenoxy)-2-methoxypyridin-3-amine